(E)-3-benzyl-4-phenylbut-3-enoic acid C(C1=CC=CC=C1)/C(/CC(=O)O)=C\C1=CC=CC=C1